Methyl 3-((5-bromo-3-chloro-2-hydroxyphenyl)sulfonamido)-2-hydroxy-5-(trifluoromethoxy)benzoate BrC=1C=C(C(=C(C1)S(=O)(=O)NC=1C(=C(C(=O)OC)C=C(C1)OC(F)(F)F)O)O)Cl